ClC1=C(C=CC(=C1)Cl)[C@H](CN1C=NC=C1)OCC=C |r| 1-[(2RS)-2-(2,4-dichlorophenyl)-2-(2-propenyloxy)ethyl]-1H-imidazole